C(=O)[O-].[NH4+] Ammonium formate salt